C(C)C=1C(=NC=C(C1)NC(C(=O)N1[C@@H](CC[C@H](C1)C)C1=CC=2NN=CC2S1)=O)NC(OC(C)(C)C)=O tert-Butyl N-[3-ethyl-5-[[2-[(2S,5R)-5-methyl-2-(1H-thieno[3,2-c]pyrazol-5-yl)-1-piperidyl]-2-oxo-acetyl]amino]-2-pyridyl]carbamate